lithio (R)-3-methoxy-2-(trityloxy)propanoate COC[C@H](C(=O)O[Li])OC(C1=CC=CC=C1)(C1=CC=CC=C1)C1=CC=CC=C1